2-fluoro-5-(naphthalen-2-yl)-5-oxopentanoic acid ethyl ester C(C)OC(C(CCC(=O)C1=CC2=CC=CC=C2C=C1)F)=O